(S)-N-(1-(benzo[b]thiophen-7-yl)ethyl)-8-(4-(trifluoromethyl)phenoxy)quinoline-3-carboxamide S1C2=C(C=C1)C=CC=C2[C@H](C)NC(=O)C=2C=NC1=C(C=CC=C1C2)OC2=CC=C(C=C2)C(F)(F)F